TrimethylolEthan C(O)C(C)(CO)CO